1-(4-methyl-5-(8-(methylamino)-1H-imidazo[4,5-f]isoquinolin-4-yl)pyridin-2-yl)propan-1-ol CC1=CC(=NC=C1C1=C2C(=C3C=C(N=CC3=C1)NC)NC=N2)C(CC)O